FC=1C=C(C=C(C1)F)[C@@H]1N(OCC1)C1=CC(=NC=N1)NC=1C(=CC(=C(C1)NC(C=C)=O)N1CCC(CC1)N1CCNCC1)OC N-(5-((6-((R)-3-(3,5-difluorophenyl)isoxazolidine-2-yl)pyrimidine-4-yl)amino)-4-methoxy-2-(4-(piperazine-1-yl)piperidine-1-yl)phenyl)acrylamide